C(C)(C)C1=NN(C=C1B1OC(C(O1)(C)C)(C)C)COCC[Si](C)(C)C 3-isopropyl-4-(4,4,5,5-tetramethyl-1,3,2-dioxaborolan-2-yl)-1-((2-(trimethylsilyl)ethoxy)methyl)-1H-pyrazole